tert-butyl ((1s,3s)-3-((3-(aminomethyl)-5-fluoropyridin-2-yl)oxy) cyclobutanyl)carbamate NCC=1C(=NC=C(C1)F)OC1CC(C1)NC(OC(C)(C)C)=O